(3,5-ditrifluoromethylphenyl) borate B(OC1=CC(=CC(=C1)C(F)(F)F)C(F)(F)F)([O-])[O-]